6-hydroxy-3,3-dimethyl-3,4-dihydroisoquinolin-1(2H)-one OC=1C=C2CC(NC(C2=CC1)=O)(C)C